C1=NC=CC=2N1C=CC2C(=O)N pyrrolo[1,2-c]pyrimidine-5-carboxamide